N-((4-methyl-2-oxo-1,2,5,6,7,8-hexahydroquinolin-3-yl)methyl)-5-nitrofuran-2-carboxamide CC1=C(C(NC=2CCCCC12)=O)CNC(=O)C=1OC(=CC1)[N+](=O)[O-]